C1(CCCC1)NC1=NC(=NC=C1NC(C)CC)C1=CC=NC=C1 N4-cyclopentyl-2-(4-pyridyl)-N5-sec-butyl-pyrimidine-4,5-diamine